O=C1NC(=NC2=C1CN(CCC2)C(=O)OC(C)(C)C)C2(CC2)C2=CC(=CC=C2)C=2SC(=CN2)C2=CC=CC=C2 tert-butyl 4-oxo-2-(1-(3-(5-phenylthiazol-2-yl)phenyl)cyclopropyl)-3,4,5,7,8,9-hexahydro-6H-pyrimido[5,4-c]azepine-6-carboxylate